C12C(CC(CC1)C2)C2=NOC(=N2)C2CCN(CC2)C(CC2=NC=NN2C)=O 1-(4-(3-(bicyclo[2.2.1]heptan-2-yl)-1,2,4-oxadiazol-5-yl)piperidin-1-yl)-2-(1-methyl-1H-1,2,4-triazol-5-yl)ethan-1-one